2-fluoro-4-((((11a-methyl-9-oxo-3,4,11,11a-tetrahydro-1H,9H-pyrimido[6',1':2,3]imidazo[5,1-c][1,4]oxazin-7-yl)oxy)methyl)phenoxy)-5-(trifluoromethyl)benzonitrile FC1=C(C#N)C=C(C(=C1)OC1=C(C=CC=C1)COC1=NC(N2C(N3C(COCC3)(C2)C)=C1)=O)C(F)(F)F